FC1=C(OC=2N=CC(=NC2)NC([C@H](C)N2CC(N(CC2)C(=O)C2=C3C(=[N+](C=C2)[O-])NC=N3)(C)C)=O)C=CC(=C1)F (S)-7-(4-(1-((5-(2,4-difluorophenoxy)pyrazin-2-yl)amino)-1-oxopropan-2-yl)-2,2-dimethylpiperazine-1-carbonyl)-3H-imidazo[4,5-b]pyridine 4-oxide